(S)-(2-((4-(2H-tetrazol-5-yl)phenyl)amino)-2-oxo-1-phenylethyl)carbamic acid tert-butyl ester C(C)(C)(C)OC(N[C@H](C(=O)NC1=CC=C(C=C1)C=1N=NNN1)C1=CC=CC=C1)=O